2-(1-(4-(2-methylbenzamido)naphthalene-1-sulfonylamino)ethyl)piperidine-1-carboxylic acid tert-butyl ester C(C)(C)(C)OC(=O)N1C(CCCC1)C(C)NS(=O)(=O)C1=CC=C(C2=CC=CC=C12)NC(C1=C(C=CC=C1)C)=O